(1S,2S)-N-(5-(((6-cyclopropyl-8-(3-methyl-2,4-dioxoimidazolidin-1-yl)imidazo[1,2-a]pyridin-2-yl)methyl)amino)-1,2,4-triazin-3-yl)-2-(4-methylpyrimidin-2-yl)cyclopropane-1-carboxamide C1(CC1)C=1C=C(C=2N(C1)C=C(N2)CNC=2N=C(N=NC2)NC(=O)[C@@H]2[C@H](C2)C2=NC=CC(=N2)C)N2C(N(C(C2)=O)C)=O